C1(=CC=CC=C1)CN1C2=CC=CC(=C2C=2C(=CC(=CC12)C1=CC=C(C=C1)C(F)(F)F)OCC(=O)O)C(N)=O {9-[(phenyl)methyl]-5-carbamoyl-2-(4-trifluoromethylphenyl)-carbazol-4-yl}oxyacetic acid